C(C)[C@@H]1C[C@@H](CN1N1C=NC=2C1=C1C(=NC2)NC=C1)C#N (3S,5R)-5-Ethyl-1-(imidazo[4,5-d]pyrrolo[2,3-b]pyridin-1(6H)-yl)pyrrolidine-3-carbonitrile